BrC=1C=C(C=CC1)C1CN(C1)C(=O)N1C[C@@H]2[C@@H](OCC(N2)=O)CC1 (4aR,8aS)-6-(3-(3-Bromophenyl)azetidine-1-carbonyl)hexahydro-2H-pyrido[4,3-b][1,4]oxazin-3(4H)-one